CNC1=NC2=CC=CC=C2C=C1 N-methyl-quinolin-2-amine